C(=O)O.NC1CC(C1)N1CCCC2=CC(=CC(=C12)C1=C2C(=NC=C1)C=C(S2)CN2C(CCC2=O)=O)Cl 1-((7-(1-(3-aminocyclobutyl)-6-chloro-1,2,3,4-tetrahydroquinolin-8-yl)thieno[3,2-b]pyridin-2-yl)methyl)pyrrolidine-2,5-dione, formic acid salt